tert-Butyl 2-(5-(2-(ethyl(isopropyl)carbamoyl)-4-fluorophenoxy)-2-methylpyrimidin-4-yl)-2,7-diazaspiro[3.5]nonane-7-carboxylate C(C)N(C(=O)C1=C(OC=2C(=NC(=NC2)C)N2CC3(C2)CCN(CC3)C(=O)OC(C)(C)C)C=CC(=C1)F)C(C)C